9-(1-(2-(6-amino-7-methyl-[1,2,4]triazolo[4,3-a]pyridin-3-yl)acetyl)piperidin-4-yl)-2-chloro-7-methyl-7,9-dihydro-8H-purin-8-one NC=1C(=CC=2N(C1)C(=NN2)CC(=O)N2CCC(CC2)N2C1=NC(=NC=C1N(C2=O)C)Cl)C